C(C)[C@H]1N(CCN(C1)C(C1=C(C=CC(=C1)CN1C(NC(C(=C1)CC)=O)=O)F)=O)C=1C=CC(=NC1)C(=O)NC (R)-5-(2-ethyl-4-(5-((5-ethyl-2,4-dioxo-3,4-dihydropyrimidin-1(2H)-yl)methyl)-2-fluorobenzoyl)piperazin-1-yl)-N-methylpyridineamide